1-benzyl-N-[2-(1,1-difluoroethyl)-4-methyl-5-oxo-7,8-dihydro-6H-pyrazolo[1,5-a][1,3]diazepin-6-yl]-1,2,4-triazole-3-carboxamide C(C1=CC=CC=C1)N1N=C(N=C1)C(=O)NC1C(N(C=2N(CC1)N=C(C2)C(C)(F)F)C)=O